BrC1=CC=C(C=N1)[C@H](C)NC=1C2=C(N=CN1)SC=C2 N-[(1S)-1-(6-bromo-3-pyridyl)ethyl]thieno[2,3-d]pyrimidin-4-amine